3-(piperidin-1-yl)pyrazolo[1,5-a]pyrimidin-7(4H)-one N1(CCCCC1)C=1C=NN2C1NC=CC2=O